2-bromo-N-(6-phenoxypyridazin-3-yl)propanamide BrC(C(=O)NC=1N=NC(=CC1)OC1=CC=CC=C1)C